2,2'-azo-bis-(3-ethylbenzothiazoline-6-sulfonic acid) diammonium salt [NH4+].[NH4+].N(=NC1SC2=C(N1CC)C=CC(=C2)S(=O)(=O)[O-])C2SC1=C(N2CC)C=CC(=C1)S(=O)(=O)[O-]